(6-(4-(3H-imidazo[4,5-b]pyridin-7-yl)-1H-pyrazol-1-yl)pyridin-3-yl)-4-(methylsulfonyl)butyronitrile N1=CNC2=NC=CC(=C21)C=2C=NN(C2)C2=CC=C(C=N2)C(C#N)CCS(=O)(=O)C